FC1(CC(CC1)CN1N=C(C(=C1C(=O)NC1=CC(=NC=C1)C(=O)N)C)C(C(F)(F)F)(F)F)F 4-(1-((3,3-difluorocyclopentyl)methyl)-4-methyl-3-(perfluoroethyl)-1H-pyrazole-5-carboxamido)picolinamide